COC=1C=C(C=CC1OCC1=C(C=CC=C1)C)/C=C/C(=O)NC1(CCCCC1)C(=O)O (E)-1-(3-(3-methoxy-4-((2-methylbenzyl)oxy)phenyl)acrylamido)cyclohexane-1-carboxylic acid